N1-(2-chloro-7-(8-chloronaphthalen-1-yl)-8-fluoropyrido[4,3-d]pyrimidin-4-yl)-N2,N2,2-trimethylpropane-1,2-diamine ClC=1N=C(C2=C(N1)C(=C(N=C2)C2=CC=CC1=CC=CC(=C21)Cl)F)NCC(C)(N(C)C)C